(D)-β-hydroxybutyrate OC(CC(=O)[O-])C